FC1=CC=C2CC(C2=C1)C(=O)N1CCOC2(C1)C=C(C(C(C2)(C)C)=O)C#N 4-(4-fluorobicyclo[4.2.0]octa-1,3,5-triene-7-carbonyl)-10,10-dimethyl-9-oxo-1-oxa-4-azaspiro[5.5]undec-7-ene-8-carbonitrile